C1(CC1)C1=CC(=NC=2N1N=C(C2)C2=C(C=C(C=C2)N2C[C@H](CC2)S(=O)(=O)C)F)C(=O)N2[C@@H](C1=CC=CC=C1CC2)C (1R)-2-(7-Cyclopropyl-2-{2-fluoro-4-[(3S)-3-methanesulfonylpyrrolidin-1-yl]phenyl}-pyrazolo[1,5-a]pyrimidine-5-carbonyl)-1-methyl-1,2,3,4-tetrahydroisoquinoline